C(=O)(O)COCC=1SC(=C(N1)C)C=1N=C(SC1)C1=CC(=C(C(=O)O)C=C1F)O 4-[4-[2-(carboxymethoxymethyl)-4-methyl-thiazol-5-yl]thiazol-2-yl]-5-fluoro-2-hydroxy-benzoic acid